ethyl (R)-2-(chloromethyl)-4-((1-isobutylazepan-3-yl)oxy)benzoate ClCC1=C(C(=O)OCC)C=CC(=C1)O[C@H]1CN(CCCC1)CC(C)C